Methyl-2-[3-chloro-5-(2,6-difluorophenyl)-6H-pyrazolo[1,5-a][1,3,5]benzotriazepin-9-yl]propan-2-ol CCC(C)(O)C1=CC2=C(NC(=NC=3N2N=CC3Cl)C3=C(C=CC=C3F)F)C=C1